CN1C(CCC2=CC(=CC=C12)C=1C=C(C=NC1)O[C@@H]1CC[C@H](CC1)NS(=O)(=O)CC)=O Ethanesulfonic acid {(trans)-4-[5-(1-methyl-2-oxo-1,2,3,4-tetrahydro-quinolin-6-yl)-pyridin-3-yloxy]-cyclohexyl}-amide